1-(3-(benzyloxy)cyclobutyl)-2-(trifluoromethyl)pyrrolidine C(C1=CC=CC=C1)OC1CC(C1)N1C(CCC1)C(F)(F)F